para-tolyl alcohol C1(=CC=C(C=C1)O)C